O=C1NC(CCC1N1C(C2=CC=CC(=C2C1=O)NCCOCCOCCN(C)CC1=CC=C(C=C1)OC)=O)=O 2-(2,6-Dioxo-3-piperidyl)-4-[2-[2-[2-[(4-methoxyphenyl)methyl-methyl-amino]ethoxy]ethoxy]ethylamino]isoindoline-1,3-dione